5-(1-(3,3-Difluorocyclobutyl)-1H-pyrazol-4-yl)-3-((4-isopropylphenyl)amino)-4H-benzo[e][1,2,4]thiadiazine 1,1-dioxide FC1(CC(C1)N1N=CC(=C1)C1=CC=CC2=C1NC(=NS2(=O)=O)NC2=CC=C(C=C2)C(C)C)F